trans-4-((5-fluoro-4-(3-(oxetan-3-yl)phenyl)pyrimidin-2-yl)amino)cyclohexane-1-carboxamide FC=1C(=NC(=NC1)N[C@@H]1CC[C@H](CC1)C(=O)N)C1=CC(=CC=C1)C1COC1